maleimide, itaconic acid salt C(C(=C)CC(=O)O)(=O)O.C1(C=CC(N1)=O)=O